OC(C)C1=CC=2N(C=C1)C(=CN2)C2=CC(=C(C(=O)NCC(F)(F)F)C(=C2)OC)OC 4-[7-(1-hydroxyethyl)imidazo[1,2-a]pyridin-3-yl]-2,6-dimethoxy-N-(2,2,2-trifluoroethyl)benzamide